ClC1=CC=C2NC=3CC(CC(C3C(C2=C1)=O)=O)C1CCC1 7-chloro-3-cyclobutyl-3,4-dihydroacridine-1,9(2H,10H)-dione